3,3-Dimethyl-2-oxo-1-((1-(thiophen-3-yl)pyrrolidin-3-yl)methyl)indoline-6-carboxylic acid methyl ester COC(=O)C1=CC=C2C(C(N(C2=C1)CC1CN(CC1)C1=CSC=C1)=O)(C)C